(2R,6R)-4-(8-cyanoquinoxaline-5-yl)-6-methylmorpholine-2-carboxylic acid C(#N)C=1C=CC(=C2N=CC=NC12)N1C[C@@H](O[C@@H](C1)C)C(=O)O